S1C=NC2=C1C1=C(C=C2)C=CC=C1 benzo[g][1,3]benzothiazole